2-fluoro-N-((2R)-3-methyl-1-(2-methyl-1-oxo-4-(pyridin-4-yl)-2,8-diazaspiro[4.5]decan-8-yl)-1-oxobutan-2-yl)-5-(trifluoromethyl)benzamide FC1=C(C(=O)N[C@@H](C(=O)N2CCC3(C(CN(C3=O)C)C3=CC=NC=C3)CC2)C(C)C)C=C(C=C1)C(F)(F)F